C(C)(=O)[C@@]1([C@H](O)O[C@@H]([C@]([C@@]1(O)C(C)=O)(O)C(C)=O)C(O)C(C)=O)O 2,3,4,6-tetraacetyl-beta-glucopyranose